tertbutyl 7-(3-ethyl-5-(trifluoromethoxy)phenyl)-2-azaspiro[3.5]nonane-2-carboxylate C(C)C=1C=C(C=C(C1)OC(F)(F)F)C1CCC2(CN(C2)C(=O)OC(C)(C)C)CC1